N-(2,2-dimethoxyethyl)-3,3-dimethyl-3,4-dihydro-2H-pyrrol-5-amine Hydroiodide I.COC(CNC=1CC(CN1)(C)C)OC